FC([C@@](CN1N=NC(=C1)C=1C=C2C=CC=NC2=C(C1)OC)(O)C1=NC(=C(C(=C1)C(C)(C)O)F)C1=CC=C(C=C1)F)(F)F (2S)-1,1,1-trifluoro-2-[5-fluoro-6-(4-fluorophenyl)-4-(1-hydroxy-1-methyl-ethyl)-2-pyridyl]-3-[4-(8-methoxy-6-quinolyl)triazol-1-yl]propan-2-ol